di-succinimidyl suberate (Disuccinimidyl suberate) C1(CCC(N1C(C(=O)O)(CCCCCC(=O)O)N1C(CCC1=O)=O)=O)=O.C(CCCCCCC(=O)ON1C(CCC1=O)=O)(=O)ON1C(CCC1=O)=O